C[C@]1(OCCC1)CO |r| racemic-(2-methyltetrahydrofuran-2-yl)methanol